4-Benzyl-1-(3-(4-(cyclopropanecarbonyl)piperazine-1-carbonyl)-6-fluoroquinolin-4-yl)piperidine-4-carbonitrile C(C1=CC=CC=C1)C1(CCN(CC1)C1=C(C=NC2=CC=C(C=C12)F)C(=O)N1CCN(CC1)C(=O)C1CC1)C#N